3-bromo-5-fluorotoluene BrC=1C=C(C)C=C(C1)F